COC(=O)C=1C=C2C(=NN(C2=CC1)C1OCC1)C 3-methyl-1-(Oxetan-2-yl)indazole-5-carboxylic acid methyl ester